6-(3,3,3-trifluoroprop-1-en-2-yl)imidazo[1,2-a]pyridine FC(C(=C)C=1C=CC=2N(C1)C=CN2)(F)F